C(C(=O)O)(=O)O.P(=O)(OCC)(OCC)OCCCN diethyl (3-aminopropyl) phosphate oxalate